NC1(CCCC12CCC(CC2)C2=NC=C(C=1N2C=CN1)SC1=CC(=NC(=C1Cl)Cl)N)C 4-((5-(1-amino-1-methyl-spiro[4.5]decan-8-yl)imidazo[1,2-c]pyrimidin-8-yl)thio)-5,6-dichloropyridin-2-amine